C1(CC1)C1=NC=NC(=C1C=1N=C(C2=C(N1)OCC2)OCC=2C=NC(=C(C2)F)C=2N(C=C(N2)C(F)(F)F)C)OC 2-(4-cyclopropyl-6-methoxy-pyrimidin-5-yl)-4-[[5-fluoro-6-[1-methyl-4-(trifluoromethyl)imidazol-2-yl]-3-pyridyl]methoxy]-5,6-dihydrofuro[2,3-d]pyrimidine